Carbonyl-4-[hydroxy(methyl)phosphono]butanoic acid C(=O)=C(C(=O)O)CCP(=O)(OC)OO